3-[cyclopropyl(difluoro)methyl]-N-[1-[3-[5-(2,2-difluoroethoxy)-2-pyridyl]pyrazin-2-yl]ethyl]-5-(trifluoromethyl)benzamide C1(CC1)C(C=1C=C(C(=O)NC(C)C2=NC=CN=C2C2=NC=C(C=C2)OCC(F)F)C=C(C1)C(F)(F)F)(F)F